BrC1=CC2=C(C3=CC=CC=C3C(=C2C=C1)C1=CC2=CC=CC=C2C=C1)C1=CC2=CC=CC=C2C=C1 2-bromo-9,10-bis(naphthalen-2-yl)anthracene